3-triethoxysilyl-1-propylbenzene thiosulfate S(=S)(=O)(O)O.C(C)O[Si](C=1C=C(C=CC1)CCC)(OCC)OCC